ClC=1C2C3=C(C4=CC=C(C=C4C(=C3C(C1)C2)OC(C)=O)Cl)OC(C=C)=O 2,6-dichloro-9-acryloyloxy-10-acetoxy-1,4-dihydro-1,4-methanoanthracene